(R)-N-(5-(difluoromethoxy)-1H-pyrazol-3-yl)-6-((1,3,3-trimethylpiperidin-4-yl)oxy)pyrazin-2-amine FC(OC1=CC(=NN1)NC1=NC(=CN=C1)O[C@H]1C(CN(CC1)C)(C)C)F